2-HYDROXYPYRIDINE-N-OXIDE OC1=[N+](C=CC=C1)[O-]